C(CC#C)N(C(O)=O)C1=NC(=CC=C1)CO\N=C(\C1=CC=CC=C1)/C1=NN=NN1C.C(CCCCCCCCC)C(CC1=CSC=C1)CCCCCCCCCCCC 3-(2-decyltetradecyl)thiophene but-3-yn-1-yl-{6-[({[(Z)-(1-methyl-1H-tetrazol-5-yl)(phenyl)methylene]amino}oxy)methyl]pyridin-2-yl}carbamate